[Li+].[Li+].[Li+].O(P([O-])(=O)OP(=O)([O-])[O-])CCC(=C)C isopentenyl pyrophosphate trilithium salt